2-ethynyl-N-(3-nitrobenzyl)thiazole-4-carboxamide erbium (ii) [Er+2].C(#C)C=1SC=C(N1)C(=O)NCC1=CC(=CC=C1)[N+](=O)[O-]